C(C)(C)(C)C1N(CCC[C@@H]1N1N=CC(=C1)C=1C=C(C=2N(C1)N=CC2C#N)S[C@@H](CC)C)C(=O)OC=2C=CC1=C(N=C(O1)C=1C=NN(C1)C)C2 2-(1-Methyl-1H-pyrazol-4-yl)-1,3-benzoxazol-5-ol tert-butyl-(3S)-3-[4-[3-cyano-4-[(1R)-1-methylpropyl]sulfanyl-pyrazolo[1,5-a]pyridin-6-yl]pyrazol-1-yl]piperidine-1-carboxylate